FC(C=1C=C(N=NC1)N)(F)F 5-(trifluoro-methyl)-pyridazin-3-amine